CC=1C=CC(=NC1)C1=CC=C2C=NC(=NN21)NC2CCN(CC2)S(=O)(=O)C 7-(5-methylpyridin-2-yl)-N-(1-(methylsulfonyl)piperidin-4-yl)pyrrolo[2,1-f][1,2,4]triazin-2-amine